tetrahydrofurfuryl maleate C(\C=C/C(=O)[O-])(=O)OCC1CCCO1